FC1=C(C=CC(=C1)F)C1=CC(=CN1)C=O 5-(2,4-difluorophenyl)-1H-pyrrole-3-carbaldehyde